(2,2'-dihydroxymethylbutyl)-ammonium hydroxid [OH-].OCC(C[NH3+])(CC)CO